1-(5-bromo-2-pyridinyl)cyclobutanecarbonitrile BrC=1C=CC(=NC1)C1(CCC1)C#N